COC(C1=C(C=CC=C1)N(S(=O)(=O)CCCCC)C)=O 2-(N-methylpentylsulfonamido)benzoic acid methyl ester